(S)-6-benzyl-9-phenyl-2-(3,4,5-trimethoxyphenyl)-8-vinyl-6,7,8,9-tetrahydro-5H-pyrimido[4,5-e][1,4]Diazepin-5-one C(C1=CC=CC=C1)N1C[C@@H](N(C2=C(C1=O)C=NC(=N2)C2=CC(=C(C(=C2)OC)OC)OC)C2=CC=CC=C2)C=C